OCC=1C=CC(=C(C#N)C1)C(F)(F)F 5-(hydroxymethyl)-2-trifluoromethylbenzonitrile